BrC1=CC=C(C=C1)C(C)(C#C)C=1N=C(SC1)NC(=O)NCCCO 1-(4-(2-(4-bromophenyl)but-3-yn-2-yl)thiazol-2-yl)-3-(3-hydroxypropyl)urea